N-(8'-(difluoromethoxy)-4'H-spiro[cyclopropane-1,5'-naphtho[2,1-d]isoxazol]-3'-yl)-2-methoxypyridine-3-sulfonamide FC(OC1=CC=C2C3(CC=4C(=NOC4C2=C1)NS(=O)(=O)C=1C(=NC=CC1)OC)CC3)F